C(C)C1=NN=C(S1)CNC(C1=C(C=CC=C1)C1CNCC1)=O N-((5-ethyl-1,3,4-thiadiazol-2-yl)methyl)-2-(pyrrolidin-3-yl)benzamide